NC1=C(OC=2C=C(C(C#N)=CC2)C#N)C=CC=C1 4-(2-aminophenoxy)phthalonitrile